COC(=O)C1=NN(C(C=C1O)=O)C1=C(C=C(C=C1)F)F.CC1=CC=C(C=C1)C=1SC2=C(N1)C=CC=C2 2-(4-methylphenyl)benzothiazole methyl-1-(2,4-difluorophenyl)-4-hydroxy-6-oxopyridazine-3-carboxylate